(2-fluoropyridin-4-yl)Boronic acid FC1=NC=CC(=C1)B(O)O